COC1=CC=C(N=N1)[C@@H](CC(=O)O)N1N=C(C=C1)CCCC1=NC=2NCCCC2C=C1 |r| (±)-3-(6-Methoxypyridazin-3-yl)-3-(3-(3-(5,6,7,8-tetrahydro-1,8-naphthyridin-2-yl)propyl)-1H-pyrazol-1-yl)propanoic acid